N[C@H]1CN(CCC1)C1=C2C(=NC=C1)N(C(=N2)C2=CC(=C(C#N)C=C2)F)C2=CC(=C(C=C2)OC)F (R)-4-(7-(3-aminopiperidine-1-yl)-3-(3-fluoro-4-methoxyphenyl)-3H-imidazo[4,5-b]pyridine-2-yl)-2-fluorobenzonitrile